ClC=1C=C(C=C(C1)Cl)C1=CC=NC=2N1N=C(C2C2=NN=C1N2C=C(C=C1)C(F)(F)F)S(=O)(=O)CC 3-(7-(3,5-dichlorophenyl)-2-(ethylsulfonyl)pyrazolo[1,5-a]pyrimidin-3-yl)-6-(trifluoromethyl)-[1,2,4]triazolo[4,3-a]pyridine